tert-butyl (2S,4S)-4-(8-chloro-7-(8-cyanonaphthalen-1-yl)-6-fluoro-4-((S)-1-((S)-1-methylpyrrolidin-2-yl)ethoxy)-1H-imidazo[4,5-c]quinolin-1-yl)-2-(cyanomethyl)piperidine-1-carboxylate ClC1=CC=2C3=C(C(=NC2C(=C1C1=CC=CC2=CC=CC(=C12)C#N)F)O[C@@H](C)[C@H]1N(CCC1)C)N=CN3[C@@H]3C[C@H](N(CC3)C(=O)OC(C)(C)C)CC#N